CC=1C(=NOC1)C=1C(=NC=CC1)N1CCN(CC1)C1CC2(CN(C2)C(=O)OCC)CC1 ethyl 6-(4-(3-(4-methylisoxazol-3-yl)pyridin-2-yl)piperazin-1-yl)-2-azaspiro[3.4]octane-2-carboxylate